ClC[C@@H]1OC(OC1)=S (R)-4-chloromethyl-1,3-dioxolane-2-thione